C(C)(C)(C)OC(=O)N1CC2=C(CC1)N=C(S2)C=2C(=C(C=CC2)C2=C(C(=CC=C2)OCCCBr)C(F)(F)F)C 2-(3'-(3-bromopropyloxy)-2-methyl-2'-(trifluoromethyl)-[1,1'-biphenyl]-3-yl)-6,7-dihydrothiazolo[5,4-c]pyridine-5(4H)-carboxylic acid tert-butyl ester